ClC=1C=C2C(=CC1)NC(C21CCN(CC1)CCOC1=CC2=C(N(C(C=N2)=O)C2CC(C2)(C)O)N=C1)=O 5-chloro-1'-[2-({3-oxo-4-[3-hydroxy-3-methylcyclobutyl]-3H,4H-pyrido[2,3-b]pyrazin-7-yl}oxy)ethyl]-1,2-dihydrospiro[indole-3,4'-piperidin]-2-one